[Au].[Pt].[Ti] titanium-platinum gold